N'-(4-(3-((4-cyanobenzyl)oxy)oxetan-3-yl)-2-fluoro-5-methylphenyl)-N-ethyl-N-methylformimidamide C(#N)C1=CC=C(COC2(COC2)C2=CC(=C(C=C2C)N=CN(C)CC)F)C=C1